NC1=NC=CC=C1C1=NC=2C(=NC(=CC2)N2N=CC=C2)N1C=1C=C2CC[C@@H](C2=CC1)NC(C1=CC(=C(C=C1)Br)C1OCCO1)=O (S)-N-(5-(2-(2-aminopyridin-3-yl)-5-(1H-pyrazol-1-yl)-3H-imidazo[4,5-b]pyridin-3-yl)-2,3-dihydro-1H-inden-1-yl)-4-bromo-3-(1,3-dioxolan-2-yl)benzamide